FC(C1=CC=C(N=N1)[C@@H]1CN2[C@H](CO1)CN(CC2)C(=O)C2=C(C(=CC=C2)C=2C(=NNC2)F)Cl)(F)F [(3S,9aS)-3-[6-(Trifluoromethyl)pyridazin-3-yl]-3,4,6,7,9,9a-hexahydro-1H-pyrazino[2,1-c][1,4]oxazin-8-yl]-[2-chloro-3-(3-fluoro-1H-pyrazol-4-yl)phenyl]methanon